2-(pyridin-2-yl)benzoyl chloride N1=C(C=CC=C1)C1=C(C(=O)Cl)C=CC=C1